3-methoxy-3-methyl-N-(5-((2-morpholinopyrimidin-5-yl)oxy)thiazol-2-yl)cyclobutane-1-carboxamide COC1(CC(C1)C(=O)NC=1SC(=CN1)OC=1C=NC(=NC1)N1CCOCC1)C